(2S)-1-Fluoropropan-2-amine hydrochloride Cl.FC[C@H](C)N